4-[[4-fluoro-3-[4-[4-[(2-methyl-3-oxo-1-pyrimidin-2-yl-pyrazolo[3,4-d]pyrimidin-6-yl)amino]phenyl]piperazine-1-carbonyl]phenyl]methyl]-2H-phthalazin-1-one FC1=C(C=C(C=C1)CC1=NNC(C2=CC=CC=C12)=O)C(=O)N1CCN(CC1)C1=CC=C(C=C1)NC1=NC=C2C(=N1)N(N(C2=O)C)C2=NC=CC=N2